5-methyl-7-{3-[(methylamino)oxy]azetidin-1-yl}-4-oxo-1-(1,2,4-thiadiazol-5-yl)-1,4-dihydro-1,8-naphthyridine-3-carboxylic acid ethyl ester C(C)OC(=O)C1=CN(C2=NC(=CC(=C2C1=O)C)N1CC(C1)ONC)C1=NC=NS1